C(CCCOCC1OC(OC1)=O)OCC1OC(OC1)=O (1,4-butanediylbis(oxymethylene))bis(1,3-dioxolan-2-one)